(4-fluorophenyl)-N-(4-methyl-3-((4-(pyridin-3-yl)pyrimidin-2-yl)amino)phenyl)-1H-pyrazole-3-carboxamide FC1=CC=C(C=C1)N1N=C(C=C1)C(=O)NC1=CC(=C(C=C1)C)NC1=NC=CC(=N1)C=1C=NC=CC1